5-((1S,2S)-2-(4,4,5,5-tetramethyl-1,3,2-dioxaborolan-2-yl)cyclopropyl)-2-(trifluoromethyl)benzonitrile CC1(OB(OC1(C)C)[C@@H]1[C@H](C1)C=1C=CC(=C(C#N)C1)C(F)(F)F)C